C[Sn](C1=CC=C(S1)C=1SC(=CC1)[Sn](C)(C)C)(C)C 5,5'-bis-trimethylstannanyl-[2,2']Bithiophene